NC(C)CN.[K] Potassium 2,3-diaminopropane